1-(2,4-dimethoxyphenyl)-3-(2-methyl-6-oxo-1,6-dihydropyridin-3-yl)-6-(trifluoromethyl)-2,3-dihydroquinazolin-4(1H)-one COC1=C(C=CC(=C1)OC)N1CN(C(C2=CC(=CC=C12)C(F)(F)F)=O)C1=C(NC(C=C1)=O)C